4-[1-(1,3-thiazol-2-yl)propan-2-yl]benzene-1,3-diol S1C(=NC=C1)CC(C)C1=C(C=C(C=C1)O)O